4-((3-(1-(1-benzylpiperidin-4-yl)-3-(trifluoromethyl)-1H-pyrazol-4-yl)imidazo[1,2-a]pyrazin-8-yl)amino)-2-chloro-N-methylbenzamide C(C1=CC=CC=C1)N1CCC(CC1)N1N=C(C(=C1)C1=CN=C2N1C=CN=C2NC2=CC(=C(C(=O)NC)C=C2)Cl)C(F)(F)F